CN1N=CC=C1C1=NN=C(S1)NC(=O)C1=C2C(=NO1)C=CC=C2 N-(5-(1-methyl-1H-pyrazol-5-yl)-1,3,4-thiadiazol-2-yl)benzo[c]isoxazole-3-carboxamide